(Z)-2-bromo-2-(2-(3-hydroxypropyl)hydrazono)acetic acid ethyl ester C(C)OC(/C(=N/NCCCO)/Br)=O